1-(5-((6,7-dimethoxyquinazolin-4-yl)oxy)naphthalen-1-yl)-3-(5-tert-butylisoxazol-3-yl)urea COC=1C=C2C(=NC=NC2=CC1OC)OC1=C2C=CC=C(C2=CC=C1)NC(=O)NC1=NOC(=C1)C(C)(C)C